FC=1C=C(C=C(C1)C(F)(F)F)NC(=O)C1=CSC=2CN(CCC21)CC=2C=NC=NC2 N-(3-Fluoro-5-(Trifluoromethyl)Phenyl)-6-(Pyrimidin-5-Ylmethyl)-4,5,6,7-Tetrahydrothieno[2,3-c]Pyridin-3-Carboxamid